N1(CCC1)C1=CC=2N(C=C1)C=C(N2)C2=CC(=CC=C2)OCCF 7-(azetidin-1-yl)-2-(3-(2-fluoroethoxy)phenyl)imidazo[1,2-a]pyridine